C(=C)S(=O)(=O)N1[C@@H](CCC1)COC=1C=NC=CC1C1=C(C2=NC=CC=C2N1)C1=CC=CC=C1 2-(3-{[(2S)-1-(ethenesulfonyl)pyrrolidin-2-yl]methoxy}pyridin-4-yl)-3-phenyl-1H-pyrrolo[3,2-b]pyridine